O=C1N(N=C2N1[C@@H](CCC2)C(=O)O)CC2=CC(=NC=C2)C(F)(F)F (5S)-3-Oxo-2-{[2-(trifluoromethyl)pyridin-4-yl]methyl}-2,3,5,6,7,8-hexahydro[1,2,4]triazolo[4,3-a]pyridine-5-carboxylic acid